(1r,3r)-3-(thiazolo[5,4-c]pyridin-7-yl)cyclobutyl ((2-(2,6-dioxopiperidin-3-yl)-4-fluoro-3-oxoisoindolin-5-yl)methyl)carbamate O=C1NC(CC[C@H]1N1CC2=CC=C(C(=C2C1=O)F)CNC(OC1CC(C1)C=1C2=C(C=NC1)SC=N2)=O)=O